COC(C(C(=O)OC)=CCCCCCCC)=O 2-octylidene-malonic acid dimethyl ester